ClC=1C(=C(C=CC1F)NC1=NC=NC2=CC(=CC(=C12)O[C@@H](C)C1=NC=CC=N1)OC)F (S)-N-(3-chloro-2,4-difluorophenyl)-7-methoxy-5-(1-(pyrimidin-2-yl)eth-oxy)quinazolin-4-amine